Dodecan-4-yl 8-((8-(heptadecan-9-yloxy)-8-oxooctyl)(3-((2-((2-hydroxyethyl)amino)-3,4-dioxocyclobut-1-en-1-yl)amino)propyl)amino)octanoate CCCCCCCCC(CCCCCCCC)OC(CCCCCCCN(CCCCCCCC(=O)OC(CCC)CCCCCCCC)CCCNC1=C(C(C1=O)=O)NCCO)=O